2-(3-fluoro-2-methoxy-5-(methoxymethyl)phenyl)-2-((R)-3-((5-(5,6,7,8-tetrahydro-1,8-naphthyridin-2-yl)pentyl)oxy)pyrrolidin-1-yl)acetic acid FC=1C(=C(C=C(C1)COC)C(C(=O)O)N1C[C@@H](CC1)OCCCCCC1=NC=2NCCCC2C=C1)OC